1-(4-(2,6-dioxopiperidin-3-yl)-3-methylphenyl)piperidine-4-carbaldehyde O=C1NC(CCC1C1=C(C=C(C=C1)N1CCC(CC1)C=O)C)=O